trinaphthalylaluminum C1(=CC=CC2=CC=CC=C12)[Al](C1=CC=CC2=CC=CC=C12)C1=CC=CC2=CC=CC=C12